[Cl-].[Cl-].CC=1C(C2=CC=CC(=C2C1)C1=CC=C(C=C1)OC)[Zr+2]C1C(=CC2=C(C=CC=C12)C1=CC=C(C=C1)OC)C bis(2-methyl-4-(4-methoxy-phenyl)-indenyl)zirconium dichloride